2-(2-methoxypropan-2-yl)-6-methyl-N-(3-phenylpropyl)thieno[2,3-d]pyrimidin-4-amine COC(C)(C)C=1N=C(C2=C(N1)SC(=C2)C)NCCCC2=CC=CC=C2